ClC1=C2C=C(NC2=C(C(=C1)C1=CCCN(C1)C(CCN1N=NC=C1)=O)F)C(=O)N1CCN(CC1)C1=NC=CC=C1OC 1-[5-[4-chloro-7-fluoro-2-[4-(3-methoxy-2-pyridyl)piperazine-1-carbonyl]-1H-indol-6-yl]-3,6-dihydro-2H-pyridin-1-yl]-3-(triazol-1-yl)propan-1-one